FC1(CC1)C(=O)N[C@H](C(=O)N1C(CC(C1)O)C(=O)NCC1=C(C=C(C=C1)C1=C(N=CS1)C)OCCOCCO)C(C)(C)C ((S)-2-(1-fluorocyclopropanecarboxamido)-3,3-dimethylbutanoyl)-4-hydroxy-N-(2-(2-(2-hydroxyethoxy)ethoxy)-4-(4-methylthiazol-5-yl)benzyl)pyrrolidine-2-carboxamide